methyl 4-(2-chloro-4-fluorophenyl)-2-oxo-2H-chromene-7-carboxylate ClC1=C(C=CC(=C1)F)C1=CC(OC2=CC(=CC=C12)C(=O)OC)=O